methyl-4,4,4-trifluoro-3-oxo-butanoate COC(CC(C(F)(F)F)=O)=O